CS(=O)(=O)C1=NC=C(C(=N1)C=1C=NN(C1)CC(F)(F)F)C(F)(F)F 2-(Methylsulfonyl)-4-(1-(2,2,2-trifluoroethyl)-1H-pyrazol-4-yl)-5-(trifluoromethyl)-pyrimidine